4,6-dimethyloctadecylnonoxymethyl ether CC(CCCC(OCCCCCCCCC)OC(CCCC(CC(CCCCCCCCCCCC)C)C)OCCCCCCCCC)CC(CCCCCCCCCCCC)C